(S)-N-(5-(2,4-difluorophenoxy)pyrazin-2-yl)-2-(4-(8-(hydroxymethyl)-[1,2,4]triazolo[4,3-a]pyridine-6-carbonyl)-3,3-dimethylpiperazin-1-yl)propanamide FC1=C(OC=2N=CC(=NC2)NC([C@H](C)N2CC(N(CC2)C(=O)C=2C=C(C=3N(C2)C=NN3)CO)(C)C)=O)C=CC(=C1)F